2,7-dimethyl-5,7-dihydro-4H-pyrazolo[3,4-c]pyridin CN1N=C2C(NCCC2=C1)C